N-(2-((tert-butyldimethylsilyl)oxy)ethyl)-4-chlorophthalazin-1-amine [Si](C)(C)(C(C)(C)C)OCCNC1=NN=C(C2=CC=CC=C12)Cl